hexa(4-hydroxymethylphenoxy)cyclotriphosphazene OCC1=CC=C(OP2(=NP(=NP(=N2)(OC2=CC=C(C=C2)CO)OC2=CC=C(C=C2)CO)(OC2=CC=C(C=C2)CO)OC2=CC=C(C=C2)CO)OC2=CC=C(C=C2)CO)C=C1